N-[(6-Amino-2-pyridyl)sulfonyl]-6-(3-fluoro-5-isobutoxyphenyl)-2-(2-methylphenoxy)pyridin-3-carboxamid NC1=CC=CC(=N1)S(=O)(=O)NC(=O)C=1C(=NC(=CC1)C1=CC(=CC(=C1)OCC(C)C)F)OC1=C(C=CC=C1)C